(S)-4-(6-bromothieno[2,3-d]pyrimidin-4-yl)-3-methylmorpholine BrC1=CC2=C(N=CN=C2N2[C@H](COCC2)C)S1